(S)-2-(5-methyl-3-(5-methyl-1,4-oxazepan-4-yl)-1,2,4-triazin-6-yl)-5-(trifluoromethyl)phenol CC=1N=C(N=NC1C1=C(C=C(C=C1)C(F)(F)F)O)N1CCOCC[C@@H]1C